1-(4-methylbenzyl)-1-dimethylaminopropane CC1=CC=C(CC(CC)N(C)C)C=C1